sodium 3-(2,4-difluorophenyl)-5-(4-((2-(dimethylamino) ethyl) carbamoyl) phenyl)-2-methylpyrazolo[1,5-a]pyrimidin-7-carboxylate FC1=C(C=CC(=C1)F)C=1C(=NN2C1N=C(C=C2C(=O)[O-])C2=CC=C(C=C2)C(NCCN(C)C)=O)C.[Na+]